O=C1NC(CCC1N1C(C2=CC=C(C=C2C1=O)CN1CCNCC1)=O)=O 4-((2-(2,6-dioxopiperidin-3-yl)-1,3-dioxoisoindolin-5-yl)methyl)piperazine